2-amino-5-chloro-3-fluoro-N-methylbenzamide NC1=C(C(=O)NC)C=C(C=C1F)Cl